2-(3-methylbenzyl)-isoindoline-1,3-dione CC=1C=C(CN2C(C3=CC=CC=C3C2=O)=O)C=CC1